4-(6-(3-hydroxy-4-(4-methylpiperazine-1-carbonyl)phenyl)imidazo[1,2-a]pyridin-3-yl)benzonitrile OC=1C=C(C=CC1C(=O)N1CCN(CC1)C)C=1C=CC=2N(C1)C(=CN2)C2=CC=C(C#N)C=C2